4,4'-Diamino-2,2'-bis(trifluoromethyl)biphenyl NC1=CC(=C(C=C1)C1=C(C=C(C=C1)N)C(F)(F)F)C(F)(F)F